(benzyloxy)-1,7-naphthyridine-2-carboxylic acid C(C1=CC=CC=C1)OC=1C(=NC2=CN=CC=C2C1)C(=O)O